Dimethyl [(E)-2-[(2R,3R,4R,5R)-3-[(tert-butyldiphenylsilyl)oxy]-4-(2-methoxyethoxy)-5-(5-methyl-2,4-dioxo-1,2,3,4-tetrahydropyrimidin-1-yl)oxolan-2-yl]ethenyl]phosphonate [Si](C1=CC=CC=C1)(C1=CC=CC=C1)(C(C)(C)C)O[C@@H]1[C@H](O[C@H]([C@@H]1OCCOC)N1C(NC(C(=C1)C)=O)=O)/C=C/P(OC)(OC)=O